(R)-(4-Fluorophenyl)(8-methyl-3-(2-methyl-2H-pyrazolo[4,3-d]thiazol-3-yl)-5,6-dihydro-[1,2,4]Triazolo[4,3-a]pyrazin-7(8H)-yl)methanone FC1=CC=C(C=C1)C(=O)N1[C@@H](C=2N(CC1)C(=NN2)C=2N(N=C1C2N=CS1)C)C